2,2-difluoro-3-((6-(4-((6-isopropoxypyrazin-2-yl)-amino)-3-methylisoxazol-5-yl)-2-methylpyridin-3-yl)-carbamoyl)cyclopropane-1-carboxylic acid FC1(C(C1C(NC=1C(=NC(=CC1)C1=C(C(=NO1)C)NC1=NC(=CN=C1)OC(C)C)C)=O)C(=O)O)F